C1(=CC=CC=C1)NC1CCN(CC1)C1=C(C=O)C=CC(=C1)C(F)(F)F 2-(4-(phenylamino)piperidin-1-yl)-4-(trifluoromethyl)benzaldehyde